OC1=C(C(=C(C(=C1[2H])[2H])[2H])[2H])B(O)O (2-hydroxyphenyl-3,4,5,6-d4)boronic acid